4-(3-amino-6-methoxy-2-pyridyl)butanoic acid hydrochloride Cl.NC=1C(=NC(=CC1)OC)CCCC(=O)O